2-aminoacetic acid acetate C(C)(=O)O.NCC(=O)O